methyl 5-([[(8-fluoro-1,2,3,5,6,7-hexahydro-s-indacen-4-yl)carbamoyl]amino](imino)oxo-lambda6-sulfanyl)-2-methylfuran-3-carboxylate FC=1C=2CCCC2C(=C2CCCC12)NC(=O)NS(C1=CC(=C(O1)C)C(=O)OC)(=O)=N